4-Cyclopropyl-2-(4-fluoro-2-methylphenoxy)-N-(4-fluoro-3-(2-(methylsulfonamido)ethoxy)phenyl)-5-(Trifluoromethyl)benzamide C1(CC1)C1=CC(=C(C(=O)NC2=CC(=C(C=C2)F)OCCNS(=O)(=O)C)C=C1C(F)(F)F)OC1=C(C=C(C=C1)F)C